6-[7,7-difluoro-2-[(2S)-2-methylazetidin-1-yl]-5,6-dihydrocyclopenta[d]pyrimidin-4-yl]-1,1-dioxo-2,3-dihydrobenzothiophen-3-amine FC1(CCC2=C1N=C(N=C2C2=CC1=C(C(CS1(=O)=O)N)C=C2)N2[C@H](CC2)C)F